CC1=CC=C2N1C=C(NC2=O)C2=CC=C(C=C2)C(F)(F)F 6-methyl-3-(4-trifluoromethyl-phenyl)-2H-pyrrolo[1,2-a]pyrazine-1-one